6-((tert-butyldimethylsilyl)oxy)-2-methylbenzo[d]thiazole [Si](C)(C)(C(C)(C)C)OC1=CC2=C(N=C(S2)C)C=C1